C(C)(C)(C)OC(CN1CCN(CCN(CC1)CC(OC(C)(C)C)=O)C(CCC(=O)O)C(=O)OC(C)(C)C)=O 4-[4,7-bis(2-tert-butoxy-2-oxoethyl)-1,4,7-triazacyclononan-1-yl]-5-tert-butoxy-5-oxopentanoic acid